(S)-5-[1-(2-chloro-6-fluoro-phenyl)-piperidin-4-yl]-2,4-dimethyl-7-(2-trifluoromethyl-benzyl)-2,4,5,7-tetrahydro-pyrazolo[3,4-d]pyrimidin-6-one ClC1=C(C(=CC=C1)F)N1CCC(CC1)N1C(N(C=2C([C@@H]1C)=CN(N2)C)CC2=C(C=CC=C2)C(F)(F)F)=O